(2-(3-cyclopropylmethoxy-4-methoxyphenyl)-2-hydroxypropyl)-2,6-dimethylpyridin-4(1H)-one C1(CC1)COC=1C=C(C=CC1OC)C(CN1C(=CC(C=C1C)=O)C)(C)O